FC(C1=NN(C=C1NC(=O)C=1C=NN2C1N=C(C=C2)N2[C@H]1CO[C@@H](C2)C1)C1CCC(CC1)CO)F N-[3-(difluoromethyl)-1-[4-(hydroxymethyl)cyclohexyl]pyrazol-4-yl]-5-[(1R,4R)-2-oxa-5-azabicyclo[2.2.1]heptan-5-yl]pyrazolo[1,5-a]pyrimidine-3-carboxamide